secondary butyl propionate C(CC)(=O)OC(C)CC